CN(C)C[Si](OC)(OC)OC dimethylaminomethyl-trimethoxysilane